6,6-dimethyl-2-((2-(trimethylsilyl)ethoxy)methyl)-4,5,6,7-tetrahydro-2H-indazole-3-carbaldehyde CC1(CCC2=C(N(N=C2C1)COCC[Si](C)(C)C)C=O)C